NC1CC2(CN(C2)C=2C=C(C(=NC2)N2C[C@@H]3N([C@@H](CN(C3)C3=C4C=CC(=NC4=C(C=C3)C#N)[2H])C)CC2)C)C1 5-[(4R,9aR)-8-[5-(6-amino-2-azaspiro[3.3]heptan-2-yl)-3-methyl-2-pyridyl]-4-methyl-3,4,6,7,9,9a-hexahydro-1H-pyrazino[1,2-a]pyrazin-2-yl]-2-deuterio-quinoline-8-carbonitrile